6-bromo-3-hydroxy-3-methylindolin-2-one BrC1=CC=C2C(C(NC2=C1)=O)(C)O